7-(isopropylamino)-2-(pyridin-3-yl)thiazolo[5,4-b]pyridine-6-carboxamide C(C)(C)NC1=C2C(=NC=C1C(=O)N)SC(=N2)C=2C=NC=CC2